C(COCC(=O)N)(=O)O diglycolamic acid